CC=1C=C(C=C(C1C)C1=NC=CC=C1)NC(=O)N1C2CCCC1C2 N-(3,4-dimethyl-5-(pyridin-2-yl)phenyl)-6-azabicyclo[3.1.1]heptane-6-carboxamide